2,6-diisopropyl-phenyl isocyanate C(C)(C)C1=C(C(=CC=C1)C(C)C)N=C=O